7-((S)-1-((2S,4r)-2-(aminomethyl)-6-oxo-5-oxa-7-azaspiro[3.4]octan-7-yl)ethyl)-3-(5-hydroxypyridin-3-yl)-1H-indole-2-carboxylic acid NCC1CC2(C1)OC(N(C2)[C@@H](C)C=2C=CC=C1C(=C(NC21)C(=O)O)C=2C=NC=C(C2)O)=O